N-(4,6-dichloro-1,3,5-triazin-2-yl)-4-methyl-aniline-1-butanesulfonic acid ClC1=NC(=NC(=N1)Cl)NC1(CC=C(C=C1)C)CCCCS(=O)(=O)O